C(C)(=O)OCCN1[C@@H](CCC1C=1C=NC(=CC1)Cl)CN=[N+]=[N-] 2-[(2S)-2-(azidomethyl)-5-(6-chloropyridin-3-yl) pyrrolidin-1-yl]Ethyl acetate